(dimethyl-fluorenyl)[di(phenyl)triazinylphenyl]dibenzothiophene CC=1C(=C(C=2CC3=CC=CC=C3C2C1)C1=C(C2=C(SC3=C2C=CC=C3)C=C1)C1=C(C(=C(C=C1)C1=CC=CC=C1)C1=CC=CC=C1)C1=NN=NC=C1)C